1-Hexyl-4-methylpyridinium C(CCCCC)[N+]1=CC=C(C=C1)C